C(C)OC(=O)C1=C(N=C(S1)NCC1=NC(=CC(=C1)N(CC=1C=NC=CC1)C)N1CCOCC1)C 4-methyl-2-[[4-[methyl-(3-pyridylmethyl)amino]-6-[4-morpholinyl]-2-pyridylmethyl]amino]-5-thiazolecarboxylic acid ethyl ester